NC=1C(=C2C=CC(=NC2=CC1C(=O)OC)OC)C methyl 6-amino-2-methoxy-5-methyl-quinoline-7-carboxylate